ClC1=NC(=NC(=N1)Cl)NCCSSC(CNC(OC(C)(C)C)=O)(C)C tert-butyl (2-((2-((4,6-dichloro-1,3,5-triazin-2-yl)amino)ethyl)disulfaneyl)-2-methylpropyl)carbamate